8-methoxy-2-oxo-1,2-dihydroquinoline-3-carboxamide COC=1C=CC=C2C=C(C(NC12)=O)C(=O)N